OCCN1CCN(CC1)C1=NC=C(C=N1)CNC(=O)NC=1SC=C(N1)C(C)(C)C1=CC=C(C=C1)OC 1-((2-(4-(2-hydroxyethyl)piperazin-1-yl)pyrimidin-5-yl)methyl)-3-(4-(2-(4-methoxyphenyl)propan-2-yl)thiazol-2-yl)urea